NC=1C=2N(C(=C(N1)C1=CC=C(C=C1)F)C=1C=CC=3N(C1)C(=CN3)C)C=C(N2)C(=O)NC23CC(C2)(C3)CNC(C)=O 8-amino-N-[3-(acetamidomethyl)bicyclo[1.1.1]pentan-1-yl]-6-(4-fluorophenyl)-5-{3-methylimidazo[1,2-a]pyridin-6-yl}imidazo[1,2-a]pyrazine-2-carboxamide